(3-cyano-1H-indol-7-yl)-2-(2-hydroxy-2-methylpropoxy)-1-methyl-1H-imidazole-5-sulfonamide C(#N)C1=CNC2=C(C=CC=C12)C=1N=C(N(C1S(=O)(=O)N)C)OCC(C)(C)O